C1(=CC=CC=C1)C1=CN=C2C(=N1)N(C=N2)C(C)C=2C=C1C=CC=NC1=CC2 6-(1-(6-phenyl-1H-imidazo[4,5-b]pyrazin-1-yl)ethyl)quinoline